C(C)(=O)N(C1=CC=C(C=C1)C1=CC=C(C=N1)C(=O)NCC=1C(=NC=CC1)C)CC(F)F 6-[4-[acetyl-(2,2-difluoroethyl)amino]phenyl]-N-[(2-methyl-3-pyridinyl)methyl]pyridine-3-carboxamide